FC1=C2NC(C=3N(C2=C(C(=C1F)C1=C2C=CN(C2=CC(=C1)F)S(=O)(=O)CC)C)C(=NN3)C)(C)C 4-{6,7-difluoro-1,4,4,9-tetramethyl-4H,5H-[1,2,4]triazolo[4,3-a]quinoxalin-8-yl}-1-(ethanesulfonyl)-6-fluoro-1H-indole